CC1=NSC(=C1)NC(OC1=CC=CC=C1)=O phenyl (3-methylisothiazol-5-yl)carbamate